ClC1=CC(=C(C(=C1)OCC1CNCCC1)C1=CC(=NN1)NC=1N=CC(=NC1)C#N)OC 5-((5-(4-chloro-2-methoxy-6-(piperidin-3-ylmethoxy)phenyl)-1H-pyrazol-3-yl)amino)pyrazine-2-carbonitrile